[3-(4-tert-Butylphenyl)azetidin-1-yl]-[3-(1H-1,2,4-triazol-5-yl)pyrrolidin-1-yl]methanone C(C)(C)(C)C1=CC=C(C=C1)C1CN(C1)C(=O)N1CC(CC1)C1=NC=NN1